5-ethyl-8-fluoro-3,3-dimethyl-3,4-dihydro-1H-quinoxalin-2-one C(C)C1=C2NC(C(NC2=C(C=C1)F)=O)(C)C